FC(OC1=C(C=C(C(=C1)F)[N+](=O)[O-])NC1=NC=CC(=N1)C1=CN(C2=CC=CC=C12)C)F N-(2-(difluoromethoxy)-4-fluoro-5-nitrophenyl)-4-(1-methyl-1H-indol-3-yl)pyrimidin-2-amine